Calcium isostearat C(CCCCCCCCCCCCCCC(C)C)(=O)[O-].[Ca+2].C(CCCCCCCCCCCCCCC(C)C)(=O)[O-]